N1=C2N(N=C1C(=O)O)CCC2 6,7-dihydro-5H-pyrrolo[1,2-b][1,2,4]Triazole-2-carboxylic acid